4-chloro-N-(1-(2,2-difluoroethyl)-3-methoxy-1H-pyrazol-4-yl)pyrimidin-2-amine ClC1=NC(=NC=C1)NC=1C(=NN(C1)CC(F)F)OC